5-[4-amino-5-(trifluoromethyl)pyrrolo[2,1-f][1,2,4]triazin-7-yl]-N-[(3R,4S)-1-(2-cyclopentylacetyl)-4-fluoropyrrolidin-3-yl]-2-methoxypyridine-3-carboxamide NC1=NC=NN2C1=C(C=C2C=2C=C(C(=NC2)OC)C(=O)N[C@@H]2CN(C[C@@H]2F)C(CC2CCCC2)=O)C(F)(F)F